ON=C(N)C=1N=NC(=CC1)NC=1OC(=CN1)C1=CC=C(C=C1)C(F)(F)F N'-Hydroxy-6-((5-(4-(trifluoromethyl)phenyl)oxazol-2-yl)amino)pyridazine-3-carboximidamide